ClC1=C(C=C(C(=C1)F)OC)C1=CC=2NC(N(C(C2S1)=O)C=1C2=C(C=NC1)C=C(S2)C(=O)OCC)=O ethyl 7-[6-(2-chloro-4-fluoro-5-methoxy-phenyl)-2,4-dioxo-1H-thieno[3,2-d]pyrimidin-3-yl]thieno[3,2-c]pyridine-2-carboxylate